tert-butyl 6-(benzyloxy)-8-methoxy-2,2-dioxo-2H-1,2λ6,3-benzoxathiazine-3(4H)-carboxylate C(C1=CC=CC=C1)OC=1C=C(C2=C(CN(S(O2)(=O)=O)C(=O)OC(C)(C)C)C1)OC